N-(4-(2-(((1S,3S,4S)-4-(dimethylamino)-3-hydroxycyclohexyl)-amino)-8-isopropyl-7-oxo-7,8-dihydropyrido-[2,3-d]pyrimidin-6-yl)-2-fluorophenyl)-3,3,3-trifluoropropane-1-sulfonamide CN([C@@H]1[C@H](C[C@H](CC1)NC=1N=CC2=C(N1)N(C(C(=C2)C2=CC(=C(C=C2)NS(=O)(=O)CCC(F)(F)F)F)=O)C(C)C)O)C